4-(3-chloro-4-(2-(4-chloro-3-(trifluoromethyl)phenylamino)-3,4-dioxocyclobut-1-enylamino)phenoxy)-N-methylpyridine-2-carboxamide ClC=1C=C(OC2=CC(=NC=C2)C(=O)NC)C=CC1NC1=C(C(C1=O)=O)NC1=CC(=C(C=C1)Cl)C(F)(F)F